2-bromo-7,7-dimethyl-6,7-dihydropyrazolo[1,5-a]pyrazin-4(5H)-one BrC1=NN2C(C(NCC2(C)C)=O)=C1